C(C)(C)(C)C=1N=CC(=NC1)NC1=NN2C(C=C(C=C2)C2=C(C=NC(=C2)C)OCC(C)(O)C)=C1 1-[[4-[2-[(5-tert-butylpyrazin-2-yl)amino]pyrazolo[1,5-a]pyridin-5-yl]-6-methyl-3-pyridyl]oxy]-2-methyl-propan-2-ol